(1S,9S)-6-(2-chloro-6-hydroxyphenyl)-4-(2-(2-propenoyl)-2,6-diazaspiro[3.4]octan-6-yl)-3-azatricyclo[7.1.1.02,7]undeca-2,4,6-triene-5-carbonitrile ClC1=C(C(=CC=C1)O)C=1C(=C(N=C2C3CC(CC12)C3)N3CC1(CN(C1)C(C=C)=O)CC3)C#N